3-(trifluoromethyl)-5a,6,8,9-tetrahydroisothiazolo[4,3-b]pyrazino[1,2-d][1,4]oxazin FC(C=1SN=C2C1OCC1N2CCNC1)(F)F